(S)-1-(3-chloro-5'-fluoro-2'-hydroxy-3'-(2-(3-(methylamino)piperidin-1-yl)pyridin-4-yl)-[1,1'-biphenyl]-4-yl)-3-methyl-1H-imidazol-2(3H)-one ClC=1C=C(C=CC1N1C(N(C=C1)C)=O)C1=C(C(=CC(=C1)F)C1=CC(=NC=C1)N1C[C@H](CCC1)NC)O